ClC=1C=C(C=CC1C)C12CCN(CC2C1)C(=O)C1CC2(C1)NC(CC2)=O (rac)-(2r,4s)-2-(6-(3-Chloro-4-methylphenyl)-3-azabicyclo[4.1.0]heptan-3-carbonyl)-5-azaspiro[3.4]octan-6-on